1-(5-cyclopropylisoxazol-4-yl)-3-[(1S)-1-(2-pyrimidin-2-yl-1,2,4-triazol-3-yl)ethyl]urea C1(CC1)C1=C(C=NO1)NC(=O)N[C@@H](C)C=1N(N=CN1)C1=NC=CC=N1